4-(1-((7-fluoro-2-methyl-2H-indazol-5-yl)carbamoyl)-5-methyl-2,3-dihydro-1H-pyrrolo[2,3-b]pyridin-4-yl)piperazine-1-carboxylate FC1=CC(=CC2=CN(N=C12)C)NC(=O)N1CCC=2C1=NC=C(C2N2CCN(CC2)C(=O)[O-])C